methyl 3-((tert-butoxycarbonyl)(methyl)amino)-4-nitro-1-(tetrahydro-2H-pyran-2-yl)-1H-indazole-6-carboxylate C(C)(C)(C)OC(=O)N(C1=NN(C2=CC(=CC(=C12)[N+](=O)[O-])C(=O)OC)C1OCCCC1)C